ClC1=C(C(=CC=C1)F)CN1C(N(N=C1CC1CCC(CC1)(F)F)C)=O 4-[(2-chloro-6-fluorophenyl)methyl]-5-[(4,4-difluorocyclohexyl)methyl]-2-methyl-2,4-dihydro-3H-1,2,4-triazol-3-one